1-(cyclopropylsulfonyl)-N-(5-(6-ethoxypyrazin-2-yl)pyridin-2-yl)-4-(2-(ethylsulfonylamino)pyrimidin-4-yl)piperidine-4-carboxamide C1(CC1)S(=O)(=O)N1CCC(CC1)(C(=O)NC1=NC=C(C=C1)C1=NC(=CN=C1)OCC)C1=NC(=NC=C1)NS(=O)(=O)CC